ClC1=CC(=C(S1)C1=CC=C(C(=N1)C)O[C@@H]1C[C@H](CCC1)C(=O)OC)CNC1=CC2=C(OC(O2)(F)F)C=C1 methyl (1S,3S)-3-((6-(5-chloro-3-(((2,2-difluorobenzo[d][1,3]dioxol-5-yl)amino)methyl)thiophen-2-yl)-2-methylpyridin-3-yl)oxy)cyclohexane-1-carboxylate